ClC=1C=C(C=CC1F)NC(=O)N1C[C@@H](S(C[C@@H]1C)(=O)=O)C=1SC=CC1 (2R,5S)-N-(3-chloro-4-fluoro-phenyl)-5-methyl-1,1-dioxo-2-(2-thienyl)-1,4-thiazinane-4-carboxamide